FC1=C(OC2=C(C(=C(C=C2)NC(=O)C2=NC(=CN=C2)C2=CN=NC=C2)N(CC2CNCC2)C)C(F)(F)F)C=CC=C1 N-(4-(2-fluorophenoxy)-2-(methyl(pyrrolidin-3-ylmethyl)amino)-3-(trifluoromethyl)phenyl)-6-(pyridazin-4-yl)pyrazine-2-carboxamide